C[C@H]1[C@@H]([C@H]([C@@H]1C)C=1C(=CC(=C(C1)OC)OC)OC)C=1C(=CC(=C(C1)OC)OC)OC 5,5'-((1S,2S,3R,4R)-3,4-dimethylcyclobutane-1,2-diyl)bis(1,2,4-trimethoxybenzene)